6-(4-aminophenyl)-2-methyl-4,5-dihydropyridazin-3(2H)-one NC1=CC=C(C=C1)C=1CCC(N(N1)C)=O